2-chloro-5-methoxy-4-[rel-(1R)-1-[3-fluoro-4-[1-methyl-4-(trifluoromethyl)imidazol-2-yl]phenyl]ethoxy]pyrimidine ClC1=NC=C(C(=N1)O[C@H](C)C1=CC(=C(C=C1)C=1N(C=C(N1)C(F)(F)F)C)F)OC |o1:8|